1,4-dihydro-pyridine-3-carboxylate N1C=C(CC=C1)C(=O)[O-]